(1aR,7bS)-5-({1-[(2S)-2-amino-2-carboxypropyl]azetidin-3-yl}oxy)-2-hydroxy-1,1a,2,7b-tetrahydrocyclopropa[c][1,2]benzoxaborinine-4-carboxylic acid N[C@](CN1CC(C1)OC1=C(C2=C([C@@H]3[C@H](B(O2)O)C3)C=C1)C(=O)O)(C)C(=O)O